BrC1=CC(=NC=C1)OCC(=O)N1CCCCC1 ((4-bromopyridin-2-yl)oxy)-1-(piperidin-1-yl)ethan-1-one